3-(1-oxo-4-(propyl((1s,4s)-4-((3,3,3-trifluoropropyl)amino)cyclohexyl)amino)isoindolin-2-yl)piperidine-2,6-dione O=C1N(CC2=C(C=CC=C12)N(C1CCC(CC1)NCCC(F)(F)F)CCC)C1C(NC(CC1)=O)=O